3-[4-(pyrrolidin-1-yl)pyrido[3,2-d]pyrimidin-6-yl]benzene-1-sulfonamide N1(CCCC1)C=1C2=C(N=CN1)C=CC(=N2)C=2C=C(C=CC2)S(=O)(=O)N